2-(4-(methylcarbamoyl)phenyl)-N-(1-propylpiperidin-4-yl)benzo[d]imidazo[2,1-b]thiazole-7-carboxamide CNC(=O)C1=CC=C(C=C1)C=1N=C2SC3=C(N2C1)C=CC(=C3)C(=O)NC3CCN(CC3)CCC